3-(4-(((1-(4-(4-Cyano-3-fluorophenyl)-5-(3-hydroxy-4-methoxyphenyl)-3-methylpyridin-2-yl)piperidin-4-yl)amino)methyl)phenyl)-N-hydroxypropanamide hydrochloride Cl.C(#N)C1=C(C=C(C=C1)C1=C(C(=NC=C1C1=CC(=C(C=C1)OC)O)N1CCC(CC1)NCC1=CC=C(C=C1)CCC(=O)NO)C)F